2-(2-methoxy-6-(piperidine-3-carbonyl)naphthalen-1-yl)acetonitrile 2,2,2-trifluoroacetate salt FC(C(=O)O)(F)F.COC1=C(C2=CC=C(C=C2C=C1)C(=O)C1CNCCC1)CC#N